7-((2-Methyl-1H-imidazol-1-yl)methyl)-5-(1-methyl-3-(trifluoromethyl)-1H-pyrazol-4-yl)-2-(6-methylchroman-4-yl)-3,4-dihydroisoquinolin-1(2H)-one CC=1N(C=CN1)CC1=CC(=C2CCN(C(C2=C1)=O)C1CCOC2=CC=C(C=C12)C)C=1C(=NN(C1)C)C(F)(F)F